F[C@@H]1[C@@H]2CC[C@H](CC1)N2C (1S,2S,3R,5R)-2-fluoro-8-methyl-8-azabicyclo[3.2.1]octan